1-[5-(azetidin-3-yl)-2-pyridyl]-3-(trifluoromethyl)pyrrolidin-3-ol N1CC(C1)C=1C=CC(=NC1)N1CC(CC1)(O)C(F)(F)F